2-(2-((5-(3-(aminomethyl)phenyl)-7-(1-isobutyl-1H-pyrazol-4-yl)benzofuran-3-yl)methoxy)phenyl)acetic acid NCC=1C=C(C=CC1)C=1C=C(C2=C(C(=CO2)COC2=C(C=CC=C2)CC(=O)O)C1)C=1C=NN(C1)CC(C)C